2-(4-bromophenyl)tetrahydropyrrole BrC1=CC=C(C=C1)C1NCCC1